C(C)(C)(C)OC(=O)N1[C@H](CN(CC1)C1=CN2C(=NC(=CC2=O)OS(=O)(=O)C2=CC=C(C=C2)C)S1)C.ClC1=CC=C(C=N1)CN(C=1C=COC1)CC1=C(C=C(C=C1)F)C 4-{[(6-Chloropyridin-3-yl)methyl](4-fluoro-2-methylbenzyl)amino}furan tert-butyl-(2S)-2-methyl-4-[5-oxo-7-(p-tolylsulfonyloxy)thiazolo[3,2-a]pyrimidin-2-yl]piperazine-1-carboxylate